N-ethyl-pyrrolidine-N-oxide C(C)[N+]1(CCCC1)[O-]